BrC1=C(C(=CC=C1Cl)O)CC(C(=O)OC)(C1=CC=CC=C1)O methyl 3-(2-bromo-3-chloro-6-hydroxyphenyl)-2-hydroxy-2-phenylpropionate